BrC=1C(=NC(=CC1N)N1N=CC(=C1)Cl)C1=NC(=CN=C1)Br 3-bromo-2-(6-bromopyrazin-2-yl)-6-(4-chloro-1H-pyrazol-1-yl)pyridin-4-amine